Methyl (3-amino-5-(1-methyl-1,2,3,6-tetrahydropyridin-4-yl)phenyl)carbamate NC=1C=C(C=C(C1)C=1CCN(CC1)C)NC(OC)=O